ClC1=CC2=C(N(CCCC2NCCCCN(CC)CC)C(=O)C2=C(C=C(C=C2)NC(C2=C(C=CC=C2)C)=O)C)C=C1 N-(4-(7-chloro-5-((4-(diethylamino)butyl)amino)-2,3,4,5-tetrahydro-1H-benzo[b]azepine-1-carbonyl)-3-methylphenyl)-2-methylbenzamide